C(C1=CC=CC=C1)OC1=CC=C(C=C1)C1=CC(=CC=C1)[C@@H](C)NC1=NC(=NC2=CC(=C(C=C12)OC)OC)C N-{(1R)-1-[4'-(benzyloxy)biphenyl-3-yl]ethyl}-6,7-dimethoxy-2-methylquinazolin-4-amine